1-{3-[(5-fluoropyridin-3-yl)methoxy]pyridin-2-yl}-5-methylpyrrolidine-3-carboxylic acid methyl ester COC(=O)C1CN(C(C1)C)C1=NC=CC=C1OCC=1C=NC=C(C1)F